NC1=C(C(=CC(=C1C(C)C)Br)F)NC(C)=O N-(2-amino-4-bromo-6-fluoro-3-isopropylphenyl)acetamide